C1(CC1)C1=NC=NC(=C1C=1N=C(C2=C(N1)CCN(C2)CC#N)S(=O)(=O)C)OC 2-(2-(4-cyclopropyl-6-methoxypyrimidin-5-yl)-4-(methylsulfonyl)-7,8-dihydro-pyrido[4,3-d]pyrimidin-6(5H)-yl)acetonitrile